OC=1C(=C(C(=NC1CCC1=CC=CC=C1)CCC1=CC=C(C=C1)OC)C(=O)O)C(=O)O 5-hydroxy-2-(4-methoxyphenylethyl)-6-phenethyl-pyridine-3,4-dicarboxylic acid